3-[5-(3-hydroxy-8-azabicyclo[3.2.1]octan-3-yl)-1-oxo-isoindolin-2-yl]piperidine-2,6-dione OC1(CC2CCC(C1)N2)C=2C=C1CN(C(C1=CC2)=O)C2C(NC(CC2)=O)=O